2-[(dimethylamino)methyl]-5-({2-[2-(3,4,5,6-tetrahydro-2H-pyran-4-yl)ethyl]-1,3-dioxolan-2-yl}methyl)-1,3,4-oxadiazole CN(C)CC=1OC(=NN1)CC1(OCCO1)CCC1CCOCC1